C1(CCC1)C1=CC=C(C=C1)N1N=C2C=3C(N(CCC13)C(=O)[O-])CN(CCO2)C(C=CCN(C)C)=O 2-(4-cyclobutylphenyl)-7-(4-(dimethylamino)but-2-enoyl)-2,3,4,5a,6,7,8,9-octahydro-5H-10-oxa-1,2,5,7-tetraazacycloocta[cd]indene-5-carboxylate